samarium-aluminum [Al].[Sm]